[Cl-].[NH+]=1NC=CC1 pyrazolium chloride